4-hydroxyphenyldimethylsulfonium hexafluoroantimonate F[Sb-](F)(F)(F)(F)F.OC1=CC=C(C=C1)[S+](C)C